OC1=CC=C2C=CC3=CC=CC4=CC=C1C2=C43 8-Hydroxypyren